N1(CCC1)C(=O)C=1C=C(C=NC1)C1=CC(=NC=C1)C=1NC(=C(N1)C)C 5-(Azetidin-1-ylcarbonyl)-2'-(4,5-dimethyl-1H-imidazol-2-yl)-3,4'-bipyridin